(2R,3R,11bR)-3-(tert-butoxy)-10-methoxy-9-((1S,3S)-3-(trifluoromethyl)cyclobutoxy)-1,3,4,6,7,11b-hexahydro-2H-pyrido[2,1-a]isoquinolin-2-ol C(C)(C)(C)O[C@H]1[C@@H](C[C@H]2N(CCC3=CC(=C(C=C23)OC)OC2CC(C2)C(F)(F)F)C1)O